N1(CCCC1)C1=CC=C(C=C1)N1CCCC1 1,4-bis(pyrrolidin-1-yl)benzene